F\C(=C/CN)\CS(=O)(=O)C=1C=CC=C2C=CC=NC12 (Z)-3-Fluoro-4-(chinolin-8-ylsulfonyl)but-2-en-1-amin